FC=1C=C(C=C2C=C(C(OC12)=N)C(N)=S)C1=CC=C(C=C1)O 8-fluoro-6-(4-hydroxyphenyl)-2-imino-2H-chromen-3-thiocarboamide